C(C)(C)(C)OC(=O)N1CCC(CC1)OC(=O)OC(C)Cl 4-{[(1-chloroethoxy)carbonyl]Oxy}piperidine-1-carboxylic acid tert-butyl ester